N-[(1-methyl-1H-pyrazol-4-yl)carbonyl]-N'-(3-bromophenyl)thiourea CN1N=CC(=C1)C(=O)NC(=S)NC1=CC(=CC=C1)Br